5'E-vinyl phosphonate P(OC=C)([O-])=O